ClC=1C=C(C=CC1C1=CN=CO1)NC(=O)C1COC2=CC=C(C=C2C1)F N-(3-chloro-4-(oxazol-5-yl)phenyl)-6-fluorochromane-3-carboxamide